(2S,3S,4R,5R)-5-(2-(5-fluoropyridin-3-yl)-6-((pyridin-2-ylmethyl)amino)-9H-purin-9-yl)-3,4-dihydroxyl-N-vinyltetrahydrofuran-2-formamide FC=1C=C(C=NC1)C1=NC(=C2N=CN(C2=N1)[C@H]1[C@@H]([C@@H]([C@H](O1)C(=O)NC=C)O)O)NCC1=NC=CC=C1